5-methylpyridine-3-boronic acid CC=1C=C(C=NC1)B(O)O